4'-(2,6-dimethylpyridin-4-yl)-[1,1':2',1''-terphenyl]-3'-carbonitrile CC1=NC(=CC(=C1)C1=C(C(=C(C=C1)C1=CC=CC=C1)C1=CC=CC=C1)C#N)C